C1=CC=CC=2C3=CC=CC=C3C(C12)COC(=O)N(C(CC(=O)OCC1=CC=CC=C1)C(=O)N(C)C)C Benzyl 3-((((9H-fluoren-9-yl) methoxy) carbonyl) (methyl) amino)-4-(dimethylamino)-4-oxobutyrate